(S)-3-benzyloxy-1-n-decanoate C(C1=CC=CC=C1)O[C@H](CC(=O)[O-])CCCCCCC